(4-(2-(5-cyano-2-(thiophene-2-carboxamido)-1H-benzo[d]imidazol-1-yl)ethyl)phenyl)phosphonic acid diethyl ester C(C)OP(OCC)(=O)C1=CC=C(C=C1)CCN1C(=NC2=C1C=CC(=C2)C#N)NC(=O)C=2SC=CC2